COC1=C(C=CC(=C1)[C@H]([C@H](CO)O)O)O The molecule is the (-)-(7R,8S)-stereoisomer of guaiacylglycerol. It has been isolated from the stems of Sinocalamus affinis. It has a role as a plant metabolite.